C(C)C1=C(C(=NN1C)CO)C=1C(=CC=C2C=C(NC12)C(=O)[O-])F 7-(5-ethyl-3-(hydroxymethyl)-1-methyl-1H-pyrazol-4-yl)-6-fluoro-1H-indole-2-carboxylate